2-methoxymethyl-isovalerate COCC(C(=O)[O-])C(C)C